N-(8,9-difluoro-6-oxo-1,4,5,6-tetrahydro-2H-pyrano[3,4-c]isoquinolin-1-yl)-3-fluoro-4-(trifluoromethyl)benzamide FC=1C(=CC=2C3=C(NC(C2C1)=O)COCC3NC(C3=CC(=C(C=C3)C(F)(F)F)F)=O)F